C(CCC(C)C)[Si](OCCOC)(OCCOC)OCCOC isohexyl-tris-(2-methoxyethoxy)silane